(3E)-1-iodo-14,14-dipentyloxy-3-tetradecene ICC\C=C\CCCCCCCCCC(OCCCCC)OCCCCC